methylpropan-2-yl 3-{5-amino-6-[(2-chloro-5-fluorophenyl)carbonyl]-7-cyano-2-methylindazol-3-yl}azetidine-1-carboxylate NC1=CC2=C(N(N=C2C(=C1C(=O)C1=C(C=CC(=C1)F)Cl)C#N)C)C1CN(C1)C(=O)OC(CC)C